(S)-N-(2-amino-6-guanidinohexyl)-N-(2-(4-oxo-2-thioxo-3,4-dihydropyrimidin-1(2H)-yl)acetyl)glycine N[C@H](CN(CC(=O)O)C(CN1C(NC(C=C1)=O)=S)=O)CCCCNC(=N)N